(5-bromo-3-methoxy-2-pyridinyl)-5-methyl-3-phenyl-isoxazole-4-carboxamide BrC=1C=C(C(=NC1)NC(=O)C=1C(=NOC1C)C1=CC=CC=C1)OC